ClC1=NC=C(C(=N1)OC=1C=NC=2C=3C=4NC[C@H](NC(C4SC3C=CC2N1)=O)C)CN1CC(NCC1)=O (15R)-5-({2-chloro-5-[(3-oxopiperazin-1-yl)methyl]pyrimidin-4-yl}oxy)-15-methyl-11-thia-3,6,14,17-tetraazatetracyclo[8.8.0.02,7.012,18]octadeca-1(10),2(7),3,5,8,12(18)-hexaen-13-one